P(OC1=C(C=C(C=C1)CCCCCCCC)CC)(OC1=C(C=C(C=C1)CCCCCCCC)CC)OC1=C(C=C(C=C1)CCCCCCCC)CC tris[(4-octylethylphenyl)] phosphite